O[C@]1(C[C@@H]2[C@@H]([C@H]3CC[C@]4([C@H]([C@@H]3CC2)CC[C@@H]4C(CN4N=CC(=C4)C#N)=O)C)C1)C 1-(2-((1S,3aS,3bR,5aR,7S,8aS,8bR,10aS)-7-hydroxy-7,10a-dimethylhexadecahydrodicyclopenta[a,f]naphthalen-1-yl)-2-oxoethyl)-1H-pyrazole-4-carbonitrile